7-bromo-1-methyl-2-(trifluoromethyl)-quinolin-4(1H)-one BrC1=CC=C2C(C=C(N(C2=C1)C)C(F)(F)F)=O